1,2-diiodoleyl-N,N-dimethyl-3-aminopropane [IH]1[IH]C(C=C1)CCCN(C)C